BrC1=CC=CC(=N1)C1=NC2=CC(=NC=C2C=C1)C(=O)OC methyl 2-(6-bromopyridin-2-yl)-1,6-naphthyridine-7-carboxylate